C(#N)C=1C=C(SC1)C(CNC(OC(C)(C)C)=O)NC(=O)[C@H]1N(C[C@@H](C1)OC(F)F)C(CNC(C1=CC=C(C=C1)OC1=CC=CC=C1)=O)=O tert-butyl (2-(4-cyanothiophen-2-yl)-2-((2S,4R)-4-(difluoromethoxy)-1-((4-phenoxybenzoyl)glycyl)pyrrolidine-2-carboxamido)ethyl)carbamate